C(C1=CC=CC=C1)OC1=NC(=CC=C1C=1C=C(C=CC1)NC(CN1[C@@H](CN(C[C@@H]1C)C(=O)OC(C)(C)C)C)=O)OCC1=CC=CC=C1 tert-butyl (3r,5s)-4-(2-((3-(2,6-bis(benzyloxy) pyridin-3-yl) phenyl) amino)-2-oxoethyl)-3,5-dimethylpiperazine-1-carboxylate